C(C)C1(CC=C(CC1)B1OC(C(O1)(C)C)(C)C)C(=O)O.C(C)(C)(C)C=1NC2=CC=CC=C2C1 tert-butyl-indol ethyl-4-(4,4,5,5-tetramethyl-1,3,2-dioxaborolan-2-yl)cyclohex-3-enecarboxylate